C(C)(C)(C)OC(=O)N1CCC(CC1)N (S)-1-tert-butoxycarbonyl-4-aminopiperidine